(R)-2-(4-(ethylsulfo)phenyl)-N-(4-(1-(1-(4-fluorophenyl)ethyl)-6-(trifluoromethyl)-1H-benzo[d]imidazol-2-yl)phenyl)acetamide C(C)OS(=O)(=O)C1=CC=C(C=C1)CC(=O)NC1=CC=C(C=C1)C1=NC2=C(N1[C@H](C)C1=CC=C(C=C1)F)C=C(C=C2)C(F)(F)F